C(C)(C)C1=CC=CC=2SC3=CC=CC=C3C(C12)=O isopropyl-thioxanthone